CCCCCCCC/C=C\CCCCCCCCCC(=O)O[C@H](COC(=O)CCCCCCCCCCC/C=C\C/C=C\CCCCC)COP(=O)([O-])OCC[N+](C)(C)C 1-(13Z,16Z-docosadienoyl)-2-(11Z-eicosenoyl)-glycero-3-phosphocholine